C1(CCCCC1)C(C)(CC)OC(=O)COC(=O)C1C2C3C4C=CC(C3C(C1)C2)C4 8-(2-cyclohexyl-2-butoxycarbonylmethyloxycarbonyl)-tetracyclo[4.4.0.12,5.17,10]-3-dodecene